BrC1=CC(=C(OC2=CC(=NN2C)C)C=C1)F 5-(4-bromo-2-fluorophenoxy)-1,3-dimethyl-1H-pyrazole